2-(4-(3-fluoro-5-methoxy-4-((4-trityl-4H-1,2,4-triazol-3-yl)methoxy)phenyl)-3-methyl-2-oxo-6-(trifluoromethyl)-2,3-dihydro-1H-benzo[d]imidazol-1-yl)-N-(2-fluoropyridin-3-yl)acetamide FC=1C=C(C=C(C1OCC1=NN=CN1C(C1=CC=CC=C1)(C1=CC=CC=C1)C1=CC=CC=C1)OC)C1=CC(=CC=2N(C(N(C21)C)=O)CC(=O)NC=2C(=NC=CC2)F)C(F)(F)F